O1C=2C(NC=C3C(C=C4C(C=CC=5C(=C1)N=CN5)=CN=C4)=NC=C3)=CC2 (ethanediylidene)imidazo[4,5-m]dipyrrolo[3,2-f:3',4'-i][1,4]oxazacyclopentadecine